N-(5-((1-(2-hydroxy-2-methylpropyl)-1H-benzo[d][1,2,3]triazol-6-yl)ethynyl)-8-(methylamino)-2,7-naphthyridin-3-yl)cyclopropanecarboxamide OC(CN1N=NC2=C1C=C(C=C2)C#CC2=C1C=C(N=CC1=C(N=C2)NC)NC(=O)C2CC2)(C)C